6-(methoxymethoxy)-2-methyl-1-oxoisoquinolin-7-ylboronic acid COCOC=1C=C2C=CN(C(C2=CC1B(O)O)=O)C